ClC=1N=C2N(N=C(C=C2)B2OC(C(O2)(C)C)(C)C)C1 2-chloro-6-(4,4,5,5-tetramethyl-1,3,2-dioxaborolan-2-yl)imidazo[1,2-b]pyridazine